4-(3-bromothiophene-2-carbonyl)-2-phenyl-2,4-dihydro-3H-1,2,4-triazol-3-one BrC1=C(SC=C1)C(=O)N1C(N(N=C1)C1=CC=CC=C1)=O